3-aminodihydrofuran-2,5-dione NC1C(OC(C1)=O)=O